ClC=1C=C(C=CC1F)C(NC1=NC=C(C=C1)OC(F)(F)F)C=1NC(=C(N1)S(=O)(=O)C)C N-((3-chloro-4-fluorophenyl)(5-methyl-4-(methylsulfonyl)-1H-imidazol-2-yl)methyl)-5-(trifluoromethoxy)pyridin-2-amine